ClC=1C=C2C3=C(NC2=CC1)C(NCC3)CC3C(N(CCC3)C)=O 3-((6-chloro-2,3,4,9-tetrahydro-1H-pyrido[3,4-b]indol-1-yl)methyl)-1-methylpiperidin-2-one